2-(3,5-dichloro-4-fluorophenyl)-N-hydroxyacetimidamide ClC=1C=C(C=C(C1F)Cl)CC(NO)=N